BrC=1C(=NC2=C(C=C(C=C2C1)C(=O)OC)OC)I methyl 3-bromo-2-iodo-8-methoxyquinoline-6-carboxylate